2-(4-chlorophenyl)-propan-2-yl dithiobenzoate 3-vinylbenzyl-dithiobenzoate C(=C)C=1C=C(CSC(C2=CC=CC=C2)=S)C=CC1.C(C1=CC=CC=C1)(=S)SC(C)(C)C1=CC=C(C=C1)Cl